ClC1=C(C=C(C=C1)C=1C=C2C(=NC1)C=NN2CC(=O)O)C(C)(F)F 2-(6-(4-Chloro-3-(1,1-difluoroethyl)phenyl)-1H-pyrazolo[4,3-b]pyridin-1-yl)acetic acid